CC1=CN(C2=NC=CC=C21)C(=O)[O-] 3-methyl-1H-pyrrolo[2,3-b]pyridine-1-carboxylate